CN(C\C=C/1\C(N(CC1)C=1C=CC=2N=CN=C(C2N1)NC1=CC(=C(C=C1)OC1=CC2=C(N(N=N2)C([2H])([2H])[2H])C=C1)C)=O)C (E)-3-(2-(dimethylamino)ethylidene)-1-(4-((3-methyl-4-((1-(methyl-d3)-1H-benzo[d][1,2,3]triazol-5-yl)oxy)phenyl)amino)pyrido[3,2-d]pyrimidin-6-yl)pyrrolidin-2-one